4-(propan-2-yloxy)benzenesulfonamide CC(C)OC1=CC=C(C=C1)S(=O)(=O)N